10-Chloro-7-(2-fluoro-phenyl)-5H-benzo[c]pyrimido[4,5-e]azepin ClC1=CC2=C(C(=NCC3=C2N=CN=C3)C3=C(C=CC=C3)F)C=C1